4-{[(2S)-2-amino-3-methylbutyl]amino}benzamide N[C@H](CNC1=CC=C(C(=O)N)C=C1)C(C)C